(3R)-3-(4-Chlorophenyl)-2-[(5-chloropyrimidin-2-yl)methyl]-6-[1-(dimethylamino)-2-hydroxybutan-2-yl]-4-fluoro-3-[(3S)-oxolan-3-yloxy]-2,3-dihydro-1H-isoindol-1-on ClC1=CC=C(C=C1)[C@@]1(N(C(C2=CC(=CC(=C12)F)C(CN(C)C)(CC)O)=O)CC1=NC=C(C=N1)Cl)O[C@@H]1COCC1